acenaphthylenecarboxylic acid C1(=CC2=CC=CC3=CC=CC1=C23)C(=O)O